benzo[c]isoxazole hydrochloride Cl.N=1OC=C2C1C=CC=C2